BrC1=CC(=C(S1)C(=O)OC)OC(F)(F)F methyl 5-bromo-3-(trifluoromethoxy)thiophene-2-carboxylate